BrC=1C(=CC=2C(=NC(=C3C(C=CN(C23)[C@H]2[C@H]3CN([C@@H]2C3)C(=O)OC(C)(C)C)=O)O[C@@H](C)[C@H]3N(CCC3)C)C1F)C tert-butyl (1R,4R,5S)-5-(8-bromo-7-fluoro-9-methyl-5-((S)-1-((S)-1-methylpyrrolidin-2-yl)ethoxy)-4-oxobenzo[h][1,6]naphthyridin-1(4H)-yl)-2-azabicyclo[2.1.1]hexane-2-carboxylate